C(C)(C)(C)OC(=O)NC1=C(N=C(S1)C(=O)OC)I methyl 5-((tert-butoxycarbonyl)amino)-4-iodothiazole-2-carboxylate